(6-((10-acetoxydecan-2-yl)oxy)-6-oxohexyl)(2-hydroxyethyl)amino octanoate C(CCCCCCC)(=O)ON(CCO)CCCCCC(=O)OC(C)CCCCCCCCOC(C)=O